C(=O)O.OC1CC(NC1)C(=O)NC1=CC=C(C=C1)C1=C(N=CS1)C 4-hydroxy-N-(4-(4-methylthiazol-5-yl)phenyl)pyrrolidine-2-carboxamide monoformate